C(CCC)OC(CC[C@@H](C(=O)N)N1C(C2=CC=C(C=C2C1)C1=NC=CC(=C1)CN(C)C(=O)OC(C)(C)C)=O)=O.[Cl-].C(CCCCCCCC)[N+]1=CC=C(C=C1)CCCC 1-Nonyl-4-butylpyridinium chlorid butyl-(S)-5-amino-4-(5-(4-(((tert-butoxycarbonyl)(methyl)amino)methyl)pyridin-2-yl)-1-oxoisoindolin-2-yl)-5-oxopentanoate